N4-Benzoyl-3-benzoyl-2'-deoxycytidine-5'-triphosphate P(O)(=O)(OP(=O)(O)OP(=O)(O)O)OC[C@@H]1[C@H](C[C@@H](O1)N1C(=O)N(C(=NC(C2=CC=CC=C2)=O)C=C1)C(C1=CC=CC=C1)=O)O